1-(3-pentyloctyl) 17-(1,7,7-trimethylbicyclo[2.2.1]heptan-2-yl) 9-((4-(dimethylamino)butanoyl)oxy)heptadecanedioate CN(CCCC(=O)OC(CCCCCCCC(=O)OCCC(CCCCC)CCCCC)CCCCCCCC(=O)OC1C2(CCC(C1)C2(C)C)C)C